racemic-1-((4-fluoro-2-methoxyphenyl)(4-fluorophenyl)methyl)piperazine FC1=CC(=C(C=C1)[C@H](N1CCNCC1)C1=CC=C(C=C1)F)OC |r|